4-bromo-N,N-bis(4-methoxybenzyl)aniline BrC1=CC=C(N(CC2=CC=C(C=C2)OC)CC2=CC=C(C=C2)OC)C=C1